C(C)(C)SSC(C)C Di-isopropyl disulfide